FC1=C(C(=C(C=C1OC)OC)F)C1=CC2=C(N=C(N=C2)N[C@@H]2COCC[C@@H]2NC(C=C)=O)C(=N1)N1CC(C1)OC N-((3S,4S)-3-((6-(2,6-difluoro-3,5-dimethoxyphenyl)-8-(3-methoxyazetidin-1-yl)pyrido[3,4-d]pyrimidin-2-yl)amino)tetrahydro-2H-pyran-4-yl)acryl-amide